benzyl (R)-2-((1S,2S)-2-(2,3-difluorophenyl)-2-(4-fluorophenyl)-1-hydroxyethyl)pyrrolidine-1-carboxylate FC1=C(C=CC=C1F)[C@@H]([C@H](O)[C@@H]1N(CCC1)C(=O)OCC1=CC=CC=C1)C1=CC=C(C=C1)F